(E)-dodec-4-enoic acid C(CC\C=C\CCCCCCC)(=O)O